CC1CC2N(C(C1)C2)C(=O)NC2=CC(=C(C=C2)C)C2=NN(N=C2)C cis-3-methyl-N-(4-methyl-3-(2-methyl-2H-1,2,3-triazol-4-yl)phenyl)-6-azabicyclo[3.1.1]heptane-6-carboxamide